C(C)(C)(C)C=1C=C2C=3C=C(C=CC3N(C2=CC1)C1=CC(=CC=C1)O)C#N 6-(tert-butyl)-9-(3-hydroxyphenyl)-9H-carbazole-3-carbonitrile